[SH+]1CCCC1 thiolanium